FC(OC1=CC=C(C=C1)C1=CC=C2CC(C(C2=C1)NC(O[C@@H]1CN2CCC1CC2)=O)(C)C)F (S)-quinuclidin-3-yl (6-(4-(difluoromethoxy)phenyl)-2,2-dimethyl-2,3-dihydro-1H-inden-1-yl)carbamat